4-(acetoxyimino)-4-phenyl-2-butenoic acid ethyl ester C(C)OC(C=CC(C1=CC=CC=C1)=NOC(C)=O)=O